Methyl 4-[(1S)-1-[[1-[5-(cyclohexylmethoxy)-3-pyridyl]cyclopentanecarbonyl]amino]ethyl]benzoate C1(CCCCC1)COC=1C=C(C=NC1)C1(CCCC1)C(=O)N[C@@H](C)C1=CC=C(C(=O)OC)C=C1